NC1=NC=CC=C1C1=NC=2C(=NC(=CC2)C2=CC=CC=C2)N1C1=CC=C(C=C1)[C@@H]1CN(CC1)C[C@@H]1CC[C@H](CC1)C(=O)O trans-4-[[(3R)-3-[4-[2-(2-amino-3-pyridyl)-5-phenyl-imidazo[4,5-b]pyridin-3-yl]phenyl]pyrrolidin-1-yl]methyl]cyclohexanecarboxylic acid